C(C)N(CCCCCCCSC1=C2CN(C(C2=CC=C1)=O)C1C(NC(CC1)=O)=O)CC 3-(4-((7-(diethylamino)heptyl)thio)-1-oxoisoindolin-2-yl)piperidine-2,6-dione